C1(=CCCCC1)C(=O)O (S)-cyclohexenecarboxylic acid